CN1C=C(C=CC1=O)NC(=O)C1=NC2=NC=3C=CC=CC3N2C=C1 N-(1-Methyl-6-oxo-1,6-dihydropyridin-3-yl)-1,8,10-triazatricyclo[7.4.0.02,7]trideca-2(7),3,5,8,10,12-hexaene-11-carboxamide